BrC1=CC=C(C=C1)C=1OC2=CC=CC=C2C(C1)P(=O)(OC1=CC=CC=C1)OC1=CC=CC=C1 2-(4-bromophenyl)-4-(diphenylphosphono)-4H-chromene